ClC1=C(C(=NC(=N1)C)N1CC=2C=C(C=NC2CC1)C=1C(=NOC1C)C)C 4-[6-(6-chloro-2,5-dimethyl-pyrimidin-4-yl)-7,8-dihydro-5H-1,6-naphthyridin-3-yl]-3,5-dimethyl-isoxazole